ethyl 2-(7-methyl-1H-indol-3-yl)-1,3-oxazole-4-carboxylate CC=1C=CC=C2C(=CNC12)C=1OC=C(N1)C(=O)OCC